FC(C(=O)O)(F)F.COCCN1CCN(CC1)C1=CC2=C(C=N1)CN(C2)C2=NC=CC(=N2)C2=NC=CC(=N2)C#CC=2C=C1C=NNC1=CC2 5-((2'-(6-(4-(2-Methoxyethyl)piperazin-1-yl)-1,3-dihydro-2H-pyrrolo[3,4-c]pyridin-2-yl)-[2,4'-bipyrimidin]-4-yl)ethynyl)-1H-indazole trifluoroacetate salt